1-(7-(8-ethylnaphthalen-1-yl)-2-((hexahydro-1H-pyrrolizin-7a-yl)methoxy)-5,6,7,8-tetrahydropyrido[3,4-d]pyrimidin-4-yl)-3-methylpiperidin-3-ol C(C)C=1C=CC=C2C=CC=C(C12)N1CC=2N=C(N=C(C2CC1)N1CC(CCC1)(O)C)OCC12CCCN2CCC1